(Z)-2-fluoro-1-nitro-3-(2-nitrovinyl)benzene FC1=C(C=CC=C1\C=C/[N+](=O)[O-])[N+](=O)[O-]